5-Bromo-2-cyanophenyl 3-azido-3-deoxy-2-O-methyl-1-thio-α-D-galactopyranoside N(=[N+]=[N-])[C@@H]1[C@H]([C@@H](SC2=C(C=CC(=C2)Br)C#N)O[C@@H]([C@@H]1O)CO)OC